6-(4-(4-aminophenyl)-1-(2,2-difluoro-ethyl)-1H-imidazol-5-yl)imidazo[1,2-b]pyridazine-3-carbonitrile NC1=CC=C(C=C1)C=1N=CN(C1C=1C=CC=2N(N1)C(=CN2)C#N)CC(F)F